ClC1=C(C=CC(=C1)F)C1(CC1)C1=NOC(=N1)C1=NN(C(=C1)C(F)F)CC1(CC1)C(=O)O 1-((3-(3-(1-(2-chloro-4-fluorophenyl)cyclopropyl)-1,2,4-oxadiazol-5-yl)-5-(difluoromethyl)-1H-pyrazol-1-yl)methyl)cyclopropane-1-carboxylic acid